F[C@@H]1CN(C[C@H]1NC(=O)C1=NC=C(C2=CC(=NC=C12)NC1=NC(=NC=C1)N1C[C@]([C@@H](CC1)O)(C)F)C(C)C)C(=O)OC(C)(C)C tert-butyl (3R,4R)-3-fluoro-4-(6-((2-((3S,4R)-3-fluoro-4-hydroxy-3-methylpiperidin-1-yl)pyrimidin-4-yl)amino)-4-isopropyl-2,7-naphthyridine-1-carboxamido)pyrrolidine-1-carboxylate